2-(3-{3-[(cyclobutylamino)methyl]pyrrolidin-1-yl}-1,2,4-triazin-6-yl)-5-(1H-pyrazol-4-yl)phenol dihydrochloride Cl.Cl.C1(CCC1)NCC1CN(CC1)C=1N=NC(=CN1)C1=C(C=C(C=C1)C=1C=NNC1)O